FC(C1=NC=C(C(=C1)C1=C(C(=O)O)C=CC(=C1)C([2H])([2H])[2H])OC)F 2-(2-(Difluoromethyl)-5-methoxypyridin-4-yl)-4-(methyl-d3)benzoic acid